nonafluorodecylsulfonate FC(C(C(F)(F)S(=O)(=O)[O-])(F)F)(CCCCCCC(F)(F)F)F